C1(=CC=CC=C1)S(=O)(=O)N(S(=O)(=O)C1=CC=CC=C1)F N-(benzenesulfonyl)-N-fluorobenzenesulfonamide